ClC1=NC=C(C=N1)NC(=O)NC(C(F)(F)F)C=1OC2=C(C1C)C=C(C=C2F)F (2-chloropyrimidin-5-yl)-3-(1-(5,7-difluoro-3-methylbenzofuran-2-yl)-2,2,2-trifluoroethyl)urea